CC(CCN1N=CC(=N1)C(=O)OCC)(C)C ethyl 2-(3,3-dimethylbutyl)-2H-1,2,3-triazole-4-carboxylate